tert-butyl (5-methyl-4,5-dihydro-[1,2,4]triazolo[1,5-a]quinoxalin-6-yl)carbamate CN1CC=2N(C3=CC=CC(=C13)NC(OC(C)(C)C)=O)N=CN2